5-(4-((4'-chloro-5,5-dimethyl-3,4,5,6-tetrahydro-[1,1'-biphenyl]-2-yl)methyl)-2-(Trifluoromethyl)piperazine-1-carbonyl)-2-(2,6-dioxopiperidin-3-yl)isoindoline-1,3-dione ClC1=CC=C(C=C1)C1=C(CCC(C1)(C)C)CN1CC(N(CC1)C(=O)C=1C=C2C(N(C(C2=CC1)=O)C1C(NC(CC1)=O)=O)=O)C(F)(F)F